(2-(4-(5-((4-((4-(acetamidomethyl) piperidin-1-yl) methyl)-6-(3,5-dichlorophenyl) pyridin-2-yl) oxy) pyridin-2-yl) piperazin-1-yl) ethyl) phosphonate P(OCCN1CCN(CC1)C1=NC=C(C=C1)OC1=NC(=CC(=C1)CN1CCC(CC1)CNC(C)=O)C1=CC(=CC(=C1)Cl)Cl)([O-])=O